4-anilino-1-(2-fluorophenyl)-6-oxo-pyridazine-3-carboxylic acid methyl ester COC(=O)C1=NN(C(C=C1NC1=CC=CC=C1)=O)C1=C(C=CC=C1)F